O=C1N(C=CC2=CC=C(C=C12)C=1N=CC(=NC1)NC(CCCC)=O)CCC N-(5-(1-oxo-2-propyl-1,2-dihydroisoquinolin-7-yl)pyrazin-2-yl)pentanamide